C(#N)C1CC2(C1)CC(N(CC2)CC2=C1C=CNC1=C(C=C2OC)C)C2=CC=C(C(=O)NC1CC3(CNC3)C1)C=C2 4-(2-cyano-7-((5-methoxy-7-methyl-1H-indol-4-yl)methyl)-7-azaspiro[3.5]nonan-6-yl)-N-(2-azaspiro[3.3]heptan-6-yl)benzamide